BrC=1C=C2C3=C(C(OC2=C2C1C=CC=C2)=O)[C@H]([C@@H](O3)C)C (1R,2S)-5-bromo-1,2-dimethyl-1,2-dihydro-11H-benzo[h]furo[3,2-c]chromen-11-one